ClC=1C(=CC(=C(N)C1)F)C=1C=NC(=C(C1)F)OC 5-Chloro-2-fluoro-4-(5-fluoro-6-methoxypyridin-3-yl)aniline